(S)-N-(5-(2-(2-aminopyridin-3-yl)-5-methoxy-3H-imidazo[4,5-b]pyridin-3-yl)-2,3-dihydro-1H-inden-1-yl)-3-formyl-4-hydroxybenzamide NC1=NC=CC=C1C1=NC=2C(=NC(=CC2)OC)N1C=1C=C2CC[C@@H](C2=CC1)NC(C1=CC(=C(C=C1)O)C=O)=O